NC1=NC(=NN1)CCCCC1=NNC=N1 5-amino-3,3'-tetramethylenebis(1H-1,2,4-triazole)